N1=CC(=CC=C1)CN1C(C=2N(CC1C(=O)NC1=C(C=CC=C1C)C)C=C(C(C2O)=O)C(=O)O)=O 2-(pyridin-3-ylmethyl)-3-((2,6-dimethylphenyl)aminocarbonyl)-9-hydroxy-1,8-dioxo-1,3,4,8-tetrahydro-2H-pyrido[1,2-a]pyrazine-7-carboxylic acid